CC1NC(OC1)=O 4-methyl-2-oxo-1,3-oxazolidin